3-fluoro-5-[(2H3)methyloxy]-2-(4-{[(3R)-1-methylpiperidin-3-yl]amino}pyrrolo[1,2-d][1,2,4]triazin-1-yl)phenol FC=1C(=C(C=C(C1)OC([2H])([2H])[2H])O)C=1C=2N(C(=NN1)N[C@H]1CN(CCC1)C)C=CC2